2-((5-(but-3-yn-1-yloxy)pyridin-2-yl)ethynyl)-4-(4-chlorophenyl)-3,9-dimethyl-6H-thieno[3,2-f][1,2,4]triazolo[4,3-a][1,4]diazepine C(CC#C)OC=1C=CC(=NC1)C#CC1=C(C=2C(=NCC=3N(C2S1)C(=NN3)C)C3=CC=C(C=C3)Cl)C